CN1N=CC(=C1)NC=1C(=CC=CC1)N N1-(1-methyl-1H-pyrazol-4-yl)benzene-1,2-diamine